C(=O)OC(CCCCCCCCC)OC=O decanediol diformate